[Br-].[13CH3]N(C(C[Zn+])=O)[13CH3] (2-(di(methyl-13C)amino)-2-oxoethyl)zinc(II) bromide